CC12CC3C4=C(C(C=C(O1)C3)C2)C=CC=C4 5-methyl-1,5,6,7-tetrahydro-1,5:3,7-dimethanobenzo[e]oxonin